8-acetyl-2-(3-azabicyclo[3.1.0]hexan-3-yl)-3,6-dimethylquinazolin-4(3H)-one C(C)(=O)C=1C=C(C=C2C(N(C(=NC12)N1CC2CC2C1)C)=O)C